O(C1=CC=CC=C1)C=1C=C(C=CC1)C1=NOC(C1)C(=O)OCC ethyl 3-(3-phenoxyphenyl)-4,5-dihydro-1,2-oxazole-5-carboxylate